C(C)(C)(C)C1=CC=C(C=C1)N(C1=CC=C2C=CC=3C(=CC=C4C=CC1=C2C34)N(C3=CC=C(C=C3)C3=CC4=C(OC2=C4C=CC=C2)C=C3)C3=CC=C(C=C3)C(C)(C)C)C3=CC=C(C=C3)C3=CC2=C(OC4=C2C=CC=C4)C=C3 N,N'-bis(4-tert-butylphenyl)-N,N'-bis[4-(dibenzofuran-2-yl)phenyl]-pyrene-1,6-diamine